O=C1C=CC=NN1C=1C=CC(=NC1)N[C@@H]1C[C@@H](CC1)CNC(OCC1=CC=CC=C1)=O benzyl N-[[(1R,3S)-3-[[5-(6-oxopyridazin-1-yl)-2-pyridyl]amino]cyclopentyl]methyl]carbamate